Di-tert-butyl 10-(3-(2-((((9H-fluoren-9-yl)methoxy)carbonyl)amino)ethoxy)propanoyl)-8,12-dioxo-4,16-dioxa-7,10,13-triazanonadecanedioate C1=CC=CC=2C3=CC=CC=C3C(C12)COC(=O)NCCOCCC(=O)N(CC(NCCOCCC(=O)OC(C)(C)C)=O)CC(NCCOCCC(=O)OC(C)(C)C)=O